methyl-(tert-butoxycarbonyl)-N2-(3-((4-((2-(diethylamino)ethyl)carbamoyl)-3,5-dimethyl-1H-pyrrol-2-yl)methylene)-5-fluoro-2-oxoindole-1-carbonyl)-L-lysine C[C@](N(C(=O)N1C(C(C2=CC(=CC=C12)F)=CC=1NC(=C(C1C)C(NCCN(CC)CC)=O)C)=O)C(=O)OC(C)(C)C)(CCCCN)C(=O)O